6-((piperazin-1-yl)-5-(trifluoromethyl)pyridin-3-yl)dihydropyrimidine-2,4(1H,3H)-dione N1(CCNCC1)C1=NC=C(C=C1C1CC(NC(N1)=O)=O)C(F)(F)F